C(C1=CC=CC=C1)OC1=C2C=C(N(C2=CC=C1)C1=CC(=C(C=C1)F)Cl)C(CO)(C)C 2-(4-(Benzyloxy)-1-(3-chloro-4-fluorophenyl)-1H-indol-2-yl)-2-methylpropan-1-ol